3-(4-fluorophenyl)-1-isopropyl-N-(4-((7-(1-methylazetidin-3-yl)-5,6,7,8-tetrahydropyrido[3,4-d]pyrimidin-4-yl)oxy)phenyl)-2,4-dioxo-1,2,3,4-tetrahydropyrimidine-5-carboxamide FC1=CC=C(C=C1)N1C(N(C=C(C1=O)C(=O)NC1=CC=C(C=C1)OC=1C2=C(N=CN1)CN(CC2)C2CN(C2)C)C(C)C)=O